N,N'-distearyl-m-xylylenebisformamide C(CCCCCCCCCCCCCCCCC)N(C=O)CC1=CC(=CC=C1)CN(C=O)CCCCCCCCCCCCCCCCCC